FC=1C(=NC=C(C1)F)CC1CC2(CN(C2)C(=O)N2CC3(C2)CC(C3)N3N=C(N=C3)C3(CC3)O)C1 [6-[(3,5-difluoro-2-pyridyl)methyl]-2-azaspiro[3.3]heptan-2-yl]-[6-[3-(1-hydroxycyclopropyl)-1,2,4-triazol-1-yl]-2-azaspiro[3.3]heptan-2-yl]methanone